C1=CC=C(C=C1)C(C2=CC=CC=C2)(O)I iodobenzhydrol